CN1C(N(C2=C1C=CC(=C2)C=2C=CC(=C1C=C(N=CC21)C=2C=CC(=NC2)C(=O)NCC#CC=2C=CC1=C(C(=CO1)C1C(NC(CC1)=O)=O)C2)C)C)=O 5-(8-(1,3-dimethyl-2-oxo-2,3-dihydro-1H-benzo[d]imidazol-5-yl)-5-methylisoquinolin-3-yl)-N-(3-(3-(2,6-dioxopiperidin-3-yl)benzofuran-5-yl)prop-2-yn-1-yl)picolinamide